C(C)(C)(C)OC(=O)N1C[C@H]2[C@@H](C1)CN(C2)C2C=1C(NCC2)=C(N(N1)C1=CC=C(C=C1)OC1=CC=CC=C1)C(=O)OCC |r| ethyl 7-[rac-(3aR,6aS)-5-(tert-butoxycarbonyl)hexahydropyrrolo[3,4-c]pyrrol-2(1H)-yl]-2-(4-phenoxyphenyl)-4,5,6,7-tetrahydro-2H-pyrazolo[4,3-b]pyridine-3-carboxylate